COC=1C=C(C=C(C1)OC)N(C(=O)N)C N-(3,5-dimethoxyphenyl)-N-methylurea